3-hydroxy-5-methoxy-2-[(3''R-4''S)-p-menthyl]-trans-stilbene OC=1C(=C(C=C(C1)OC)\C=C\C1=CC=CC=C1)C1CC(CCC1C(C)C)C